3-(1,2,3,5,6,7-hexahydro-s-indacen-4-yl)-1-[(1-methyl-1H-pyrazol-3-yl)(oxan-4-yl)sulfamoyl]urea sodium salt [Na].C1CCC2=C(C=3CCCC3C=C12)NC(NS(N(C1CCOCC1)C1=NN(C=C1)C)(=O)=O)=O